FC(C=1SC=C(N1)C(C)=O)(F)F 1-[2-(trifluoromethyl)thiazol-4-yl]ethanone